(2S)-isopropyl 2-(((((2R,3S,4R,5R)-5-(4-aminopyrrolo[2,1-f][1,2,4]triazin-7-yl)-5-cyano-3,4-dihydroxytetrahydrofuran-2-yl)methoxy)(phenoxy)phosphoryl)amino)-3-phenylpropanoate NC1=NC=NN2C1=CC=C2[C@]2([C@@H]([C@@H]([C@H](O2)COP(=O)(OC2=CC=CC=C2)N[C@H](C(=O)OC(C)C)CC2=CC=CC=C2)O)O)C#N